BrC1=CC=CC(=N1)NC(=O)[C@H]1N(C[C@@H](C1)F)C(CN1N=C(C2=CC(=CC=C12)C=1C=NC(=NC1)C)C(=O)N)=O 1-(2-((2S,4R)-2-(6-bromopyridin-2-ylcarbamoyl)-4-fluoropyrrolidin-1-yl)-2-oxoethyl)-5-(2-methylpyrimidin-5-yl)-1H-indazole-3-carboxamide